6-(4-Chlorophenyl)-5-(1-(4-methoxybenzyl)-1H-1,2,3-triazol-4-yl)imidazo[2,1-b]thiazol ClC1=CC=C(C=C1)C=1N=C2SC=CN2C1C=1N=NN(C1)CC1=CC=C(C=C1)OC